(1S,3R)-3-amino-N-(4-(5-cyano-2,2-dimethyl-2,3-dihydro-1H-pyrrolizin-7-yl)pyridin-2-yl)cyclohexane-1-carboxamide N[C@H]1C[C@H](CCC1)C(=O)NC1=NC=CC(=C1)C=1C=C(N2CC(CC12)(C)C)C#N